4-bromo-N-(tert-butyl)nicotinamide BrC1=CC=NC=C1C(=O)NC(C)(C)C